CC1=C(C=C(C=C1)NC(CN1N=C(N=C1)C(F)(F)F)=O)NC1=NC=CC=C1C1=C2N=CN(C2=NC=N1)C1OCCCC1 N-(4-methyl-3-((3-(9-(tetrahydro-2H-pyran-2-yl)-9H-purin-6-yl)pyridin-2-yl)amino)phenyl)-2-(3-(trifluoromethyl)-1H-1,2,4-triazol-1-yl)acetamide